BrC1=C(C=CC2=C1N=C(O2)C(F)F)OC 4-bromo-2-(difluoromethyl)-5-methoxybenzo[d]oxazole